N1N=CN=C1S(=O)(=O)N1C[C@H](CC1)C(=O)N1CCN(CC1)C1=CC=NC2=CC(=CC=C12)OC (S)-(1-((1H-1,2,4-triazol-5-yl)sulfonyl)pyrrolidin-3-yl)(4-(7-methoxyquinolin-4-yl)piperazin-1-yl)methanone